2-[(2,6-difluoro-4-pyridinyl)amino]-N-(2,2-dimethylcyclobutyl)-5-methyl-thiazole-4-carboxamide FC1=NC(=CC(=C1)NC=1SC(=C(N1)C(=O)NC1C(CC1)(C)C)C)F